CC=1C=C(C2=C(N=C(N=C2N)NC2CCN(CC2)C)N1)C1=CC=CC=C1 7-methyl-N2-(1-methylpiperidin-4-yl)-5-phenylpyrido[2,3-d]pyrimidine-2,4-diamine